(2R,3S,4S,5R)-N-(3-Carbamoyl-4-fluoro-phenyl)-3-(3,4-Difluoro-2-methoxy-phenyl)-4,5-dimethyl-5-(trifluoromethyl)tetrahydrofuran-2-carboxamid C(N)(=O)C=1C=C(C=CC1F)NC(=O)[C@@H]1O[C@]([C@H]([C@H]1C1=C(C(=C(C=C1)F)F)OC)C)(C(F)(F)F)C